CN(CCOC=1C=C(C=CC1)C=1C=CC=C2C=NC(=NC12)NC=1C=NC(=CC1)N1CCOCC1)C 8-(3-(2-(dimethylamino)ethoxy)phenyl)-N-(6-morpholinylpyridin-3-yl)quinazolin-2-amine